C(=O)O.CN1N=C2C=C(C=CC2=C1)C(N1CCC2(CC1)COC1=C3CN(C(C3=CC=C12)=O)[C@@H]1C(NC(CC1)=O)=O)([2H])[2H] (S)-3-(1'-((2-methyl-2H-indazol-6-yl)methyl-d2)-6-oxo-6,8-dihydro-2H,7H-spiro[furo[2,3-e]isoindol-3,4'-piperidin]-7-yl)piperidine-2,6-dione formate